FC1=NN=NC=C1 fluorotriazin